3-(4,4,5,5-tetramethyl-1,3,2-dioxaborinan-2-yl)-7,8-dihydro-1,6-naphthyridin-5(6H)-one CC1(OB(OCC1(C)C)C=1C=NC=2CCNC(C2C1)=O)C